C(C)OC(CC(C=1OC(=CN1)C)C1=CC(=C(C=C1)OC)F)=O 3-(3-fluoro-4-methoxyphenyl)-3-(5-methyloxazol-2-yl)propionic acid ethyl ester